3-ethoxy-4-methylcyclobut-3-ene-1,2-dione C(C)OC=1C(C(C1C)=O)=O